tert-butyl N-cyclopropyl-N-[1-[2-methyl-7-[[2-methyl-7-[(pyrimidin-4-ylamino)methyl]indazol-5-yl]carbamoyl]indazol-4-yl]-4-piperidyl]carbamate C1(CC1)N(C(OC(C)(C)C)=O)C1CCN(CC1)C=1C2=CN(N=C2C(=CC1)C(NC1=CC2=CN(N=C2C(=C1)CNC1=NC=NC=C1)C)=O)C